(3S)-trifluoromethanesulfonic acid 3-azido-2,3-dihydro-1-benzofuran-6-yl ester N(=[N+]=[N-])[C@@H]1COC2=C1C=CC(=C2)OS(=O)(=O)C(F)(F)F